C1=C(C=CC2=CC=CC=C12)CCNC1C2CC3CC(CC1C3)C2 (1R,3R,5R,7R)-N-((R)-2-naphthylethyl)-2-adamantylamine